tert-butyl 3-(((6-((5-(difluoromethoxy)-1H-pyrazol-3-yl)amino)pyrazin-2-yl)oxy)methyl)piperidine-1-carboxylate FC(OC1=CC(=NN1)NC1=CN=CC(=N1)OCC1CN(CCC1)C(=O)OC(C)(C)C)F